4-[7-(1-cyano-1-methyl-ethyl)imidazo[1,2-a]pyridin-3-yl]-N-(1-cyclopropyl-2,2,2-trifluoro-ethyl)-2-(difluoromethoxy)-6-methoxy-benzamide C(#N)C(C)(C)C1=CC=2N(C=C1)C(=CN2)C2=CC(=C(C(=O)NC(C(F)(F)F)C1CC1)C(=C2)OC)OC(F)F